8-bromo-6-methyl-2-morpholino-3-(2,2,2-trifluoroethyl)quinazolin-4-one BrC=1C=C(C=C2C(N(C(=NC12)N1CCOCC1)CC(F)(F)F)=O)C